trans-4-(Acetamidomethyl)-N-((trans-4-(4-methoxy-3-methylphenyl)cyclohexyl)methyl)-N-(3-(2-methoxythiazol-5-yl)phenyl)cyclohexanecarboxamide C(C)(=O)NC[C@@H]1CC[C@H](CC1)C(=O)N(C1=CC(=CC=C1)C1=CN=C(S1)OC)C[C@@H]1CC[C@H](CC1)C1=CC(=C(C=C1)OC)C